3-methoxy-2-{[(3R,6R)-6-methyl-1-{[2-(2H-1,2,3-triazol-2-yl)thiophen-3-yl]carbonyl}piperidin-3-yl]oxy}pyridine-4-carbonitrile COC=1C(=NC=CC1C#N)O[C@H]1CN([C@@H](CC1)C)C(=O)C1=C(SC=C1)N1N=CC=N1